FC1=CC=C2C(=CC=NC2=C1)N1CCN(CC1)C(=O)[C@@H]1CN(CC1)S(=O)(=O)C1=NN(C=N1)CCOC (S)-(4-(7-fluoroquinolin-4-yl)piperazin-1-yl)(1-((1-(2-methoxyethyl)-1H-1,2,4-triazol-3-yl)sulfonyl)pyrrolidin-3-yl)methanone